O=S1(N(CCC1)CC1=C2C=CNC2=CC(=C1OC=1C=CC(=C(C#N)C1)F)F)=O 5-((4-((1,1-Dioxoisothiazolidin-2-yl)methyl)-6-fluoro-1H-indol-5-yl)oxy)-2-fluorobenzonitrile